4-(difluoromethyl)-N-[4-fluoro-5-[5-(morpholin-4-ylmethyl)-1,3-thiazol-2-yl]-2-[(3R,5S)-3,4,5-trimethylpiperazin-1-yl]phenyl]-1-methyl-6-oxopyridine-3-carboxamide FC(C=1C(=CN(C(C1)=O)C)C(=O)NC1=C(C=C(C(=C1)C=1SC(=CN1)CN1CCOCC1)F)N1C[C@H](N([C@H](C1)C)C)C)F